1-((2,2-difluoroethyl)amino)-4-(2-fluoropyridin-3-yl)-6-(trifluoromethyl)-3H-pyrido[1,2-c]pyrimidin-3-one FC(CNC1=NC(C(=C2N1C=CC(=C2)C(F)(F)F)C=2C(=NC=CC2)F)=O)F